6-METHOXY-(2-FLUOROPHENYL)-2-(TRIFLUOROMETHYL)-1H-IMIDAZO[4,5-B]PYRAZIN-5-AMINE COC1=C(N=C2C(=N1)N(C(=N2)C(F)(F)F)C2=C(C=CC=C2)F)N